5-chloro-9-(2,4-dimethoxybenzyl)-9,11-dihydro-10H-pyrido[4',3':4,5]pyrrolo[3,2-c][2,7]naphthyridin-10-one ClC1=NC2=C(C3=CC=NC=C13)NC1=C2C=CN(C1=O)CC1=C(C=C(C=C1)OC)OC